1-(8-fluoro-6-(5-fluoro-2-((5-(pyrrolidin-3-yl)pyridin-2-yl)amino)pyrimidin-4-yl)quinolin-4-yl)ethan-1-ol FC=1C=C(C=C2C(=CC=NC12)C(C)O)C1=NC(=NC=C1F)NC1=NC=C(C=C1)C1CNCC1